tetrahydropyrimido[1,6-a]indol C1NCCC=2N1C1=CC=CC=C1C2